ClP(N(CC)CC)Cl dichloro(diethylamino)phosphine